NC1=NC=C(C2=C1COC2)NC(C(=O)N2C(CC[C@@H](C2)C)C2=CC=C1C3(C(NC1=C2)=O)CC3)=O N-(4-amino-1,3-dihydrofuro[3,4-c]pyridin-7-yl)-2-((5S)-5-methyl-2-(2'-oxospiro[cyclopropane-1,3'-indolin]-6'-yl)piperidin-1-yl)-2-oxoacetamide